4-(7-fluoro-1-(4-(trifluoromethyl)phenyl)-1H-indazol-3-yl)-1-((2-((2-hydroxyethyl)(methyl)amino)pyrimidin-4-yl)methyl)pyridin-2(1H)-one FC=1C=CC=C2C(=NN(C12)C1=CC=C(C=C1)C(F)(F)F)C1=CC(N(C=C1)CC1=NC(=NC=C1)N(C)CCO)=O